2-((2s,4s)-5-chloro-6-fluoro-2-(4-hydroxy-4-methylpyrrolidin-2-yl)-2-phenyl-2,3-dihydrobenzofuran-4-yl)-3-fluoro-4-((S)-2-hydroxypropoxy)benzamide ClC=1C(=CC2=C(C[C@](O2)(C2=CC=CC=C2)C2NC[C@@](C2)(C)O)C1C1=C(C(=O)N)C=CC(=C1F)OC[C@H](C)O)F